CC1(CC1)C1=NN(C(=C1)C(F)(F)F)CC(=O)OC(C)(C)C tert-Butyl 2-[3-(1-methylcyclopropyl)-5-(trifluoromethyl)pyrazol-1-yl]acetate